BrC1CCC(CC1)C1=CB(OC=2C1=C1C(=NC2)NC=C1)O 9-(4-bromocyclohexyl)-[1,2]oxaborinino[5,6-d]pyrrolo[2,3-b]pyridin-7(3H)-ol